4-methyl-1-tosyl-1H-pyrrole CC=1C=CN(C1)S(=O)(=O)C1=CC=C(C)C=C1